hydroxynaphthyl-(hydroxynaphthalene) OC1=C(C2=CC=CC=C2C=C1)C1=C(C2=CC=CC=C2C=C1)O